3-(((trifluoromethyl)sulfonyl)oxy)-5,6-dihydropyridine-1(2H)-carboxylic acid tert-butyl ester C(C)(C)(C)OC(=O)N1CC(=CCC1)OS(=O)(=O)C(F)(F)F